FC(CN1C(=NC=2C1=NC(=CC2)C=2C=CN1N=C(N=CC12)NC1CC(C1)(C)NC(CC)=O)C)F N-((1s,3s)-3-((5-(3-(2,2-difluoroethyl)-2-methyl-3H-imidazo[4,5-b]pyridin-5-yl)pyrrolo[2,1-f][1,2,4]triazin-2-yl)amino)-1-methylcyclobutyl)propionamide